C(C)(C)(CC)[Sn](N(C)C)(N(C)C)N(C)C tertiary pentyltris(dimethylamino)tin